OC(C)(C)C=1N=CC(=NC1)C(C(=O)OC)(C)C methyl 2-(5-(2-hydroxypropan-2-yl)pyrazin-2-yl)-2-methylpropanoate